COC(=O)C=1N(C(=C(N1)C#CC1=CC(=NC=C1F)Cl)C)C=1C=NC(=CC1)C 4-((2-chloro-5-fluoropyridin-4-yl)ethynyl)-5-methyl-1-(6-methylpyridin-3-yl)-1H-imidazole-2-carboxylic acid methyl ester